C(=O)[O-].C(CCCCCCC)N1C=[N+](C=C1)CCCCCCCC 1-octyl-3-octylimidazolium formate